NC1=NC=C(C(=C1)N1C[C@H](CCC1)O)C=1C=NN(C1)C(F)F (S)-1-(2-Amino-5-(1-(difluoromethyl)-1H-pyrazol-4-yl)pyridin-4-yl)piperidin-3-ol